NC=1C2=C(N=CN1)N(C=C2C2=C(C=C(C=C2)NC(C(C2=NC(=CC=C2)C)O)=O)C)C N-(4-(4-amino-7-methyl-7H-pyrrolo[2,3-d]pyrimidin-5-yl)-3-methylphenyl)-2-hydroxy-2-(6-methylpyridin-2-yl)acetamide